COCCOCCOCCOCCNC(=O)[C@H]1OC([C@H]2[C@@H]1OC(O2)(C)C)NC(CC[C@H](NC(=O)OCC2=CC=CC=C2)C(=O)OC)=O Methyl N5-((3aR,6S,6aS)-6-((2,5,8,11-tetraoxatridecan-13-yl)carbamoyl)-2,2-dimethyltetrahydrofuro[3,4-d][1,3]dioxol-4-yl)-N2-((benzyloxy)carbonyl)-L-glutaminate